3,6-difluorothioxanthone FC=1C=CC=2C(C3=CC=C(C=C3SC2C1)F)=O